3-(1-Benzofuran-5-yl)-1-[2-hydroxy-4-methoxy-6-[[3,4,5-trihydroxy-6-(hydroxymethyl)oxan-2-yl]methyl]phenyl]prop-2-en-1-one O1C=CC2=C1C=CC(=C2)C=CC(=O)C2=C(C=C(C=C2CC2OC(C(C(C2O)O)O)CO)OC)O